BrC=1C=CC(=NC1C)C1=C(C(=NO1)C)CNC1=NC=CC(=N1)C1CCCCC1 N-((5-(5-bromo-6-methylpyridin-2-yl)-3-methylisoxazol-4-yl)methyl)-4-cyclohexylpyrimidin-2-amine